tert-butyl (1s,2r,3r,5r)-2-fluoro-3-(methyl (3-(methylthio)-1,2,4-triazin-6-yl) amino)-8-azabicyclo[3.2.1]octane-8-carboxylate F[C@H]1[C@@H]2CC[C@H](C[C@H]1N(C1=CN=C(N=N1)SC)C)N2C(=O)OC(C)(C)C